BrC=1C=C2C(N(C(C2=CC1)(C1=CC=C(C=C1)Cl)OCC(=O)N(C)C)CC1=CC=C(C=C1)Cl)=O 2-((5-bromo-2-(4-chlorophenylmethyl)-1-(4-chlorophenyl)-3-oxoisoindolin-1-yl)oxy)-N,N-dimethylacetamide